octylthio alcohol C(CCCCCCC)SO